1,3,4-thiadi-azole S1C=NN=C1